butyl-(1R,5S)-3-(4-aminophenyl)-3,8-diazabicyclo[3.2.1]octan C(CCC)[C@]12CN(C[C@H](CC1)N2)C2=CC=C(C=C2)N